S(=O)(=O)(C1=CC=C(C)C=C1)N1C=CC2=C1N=CN=C2N[C@H]2CN(CCC2)C(=O)OC(C)(C)C (R)-tert-Butyl 3-((7-tosyl-7H-pyrrolo[2,3-d]pyrimidin-4-yl)amino)piperidine-1-carboxylate